N[C@H](CCO)C (S)-3-amino-n-butanol